C(CCCCCCCCCCCCC)(=O)OCC(O)(CO)C(CCCCCCCCCCCCC)=O monomyristoyl-glycerol monotetradecanoate